C(C)(C)(C)OC(N[C@@H]1[C@@H](OCC12CCN(CC2)C2=CN=C1C(=N2)N(N=C1I)C1OCCCC1)C)=O ((3S,4S)-8-(3-iodo-1-(tetrahydro-2H-pyran-2-yl)-1H-pyrazolo[3,4-b]pyrazin-6-yl)-3-methyl-2-oxa-8-azaspiro[4.5]decan-4-yl)carbamic acid tert-butyl ester